(S)-3-((3,5-dimethoxyphenyl)ethynyl)-1-(pyrrolidin-3-yl)-1H-pyrazolo[3,4-d]pyrimidin-4-amine COC=1C=C(C=C(C1)OC)C#CC1=NN(C2=NC=NC(=C21)N)[C@@H]2CNCC2